CC1=C(N=C2N(C1=O)C=C(C=C2[C@@H](C)NC2=C(C(=O)O)C=CC=C2)C)N2CCC(CC2)C(F)(F)F (R)-2-((1-(3,7-dimethyl-4-oxo-2-(4-(trifluoromethyl)piperidin-1-yl)-4H-pyrido[1,2-a]pyrimidin-9-yl)ethyl)amino)benzoic acid